NC1=CC=CC(=N1)S(=O)(=O)NC1=NC(=CC(=C1)C)C1=C(C=CC=C1C)C 6-amino-N-(6-(2,6-dimethylphenyl)-4-methylpyridin-2-yl)pyridine-2-sulfonamide